FC(C1(CC1)N1N=NC(=C1)[C@H](C=1C(=NC(=CC1)F)CC)NC=1C=C2C(=C(C=NC2=C(C1)C#N)C#N)NCC(C)(C)C)F (S)-6-(((1-(1-(difluoromethyl)cyclopropyl)-1H-1,2,3-triazol-4-yl)(2-ethyl-6-fluoropyridin-3-yl)methyl)amino)-4-(neopentylamino)quinoline-3,8-dicarbonitrile